(R)-5-(4-((1-(cyclopropylmethyl)-1H-pyrazol-4-yl)sulfonyl)-3-methylpiperazin-1-yl)-1-(4-fluorophenyl)-1H-indazole C1(CC1)CN1N=CC(=C1)S(=O)(=O)N1[C@@H](CN(CC1)C=1C=C2C=NN(C2=CC1)C1=CC=C(C=C1)F)C